C(CCCCCCCCCCCCCCC)(=O)O.C(CCCCCCCCCCCCCCC)(=O)O.C(O)C(CC)(CO)CO trimethylolpropane dipalmitate